1H-indole-3-carbonitrile compound with xanthine N1C(=O)NC=2N=CNC2C1=O.N1C=C(C2=CC=CC=C12)C#N